C1(CCC1)C(=O)OCCC(C)C 1-(cyclobutanecarbonyloxy)-3-methylbutan